C(C1=CC=CC=C1)N(C1CC2=C(N(N=C2CC1)C=1N(C=CC1)C)O)C 5-(benzyl-(methyl)amino)-2-(1-methyl-1H-pyrrol-2-yl)-4,5,6,7-tetrahydro-2H-indazol-3-ol